(ADAMANTAN-1-YL)-2-((2-(METHYLTHIO)-6-(OXETAN-3-YLOXY)PYRIMIDIN-4-YL)OXY)ACETAMIDE C12(CC3CC(CC(C1)C3)C2)C(C(=O)N)OC2=NC(=NC(=C2)OC2COC2)SC